trans-10-hexadecene-1-ol C(CCCCCCCC\C=C\CCCCC)O